N1=C(C=CC2=CC=C3C=CC=NC3=C12)C1=C(C(=C2C=CC=CC2=C1)C1=C(C=CC2=CC=CC=C12)C1=CC=CC=C1)O (1S)-3-(1,10-phenanthroline-2-yl)-2'-phenyl-[1,1'-binaphthyl]-2-ol